[125I]C=1C=CC(=C(CNC2C(NCCC2)C2=CC=CC=C2)C1)OC(F)(F)F N-(5-(125I)iodo-2-(trifluoromethoxy)benzyl)-2-phenyl-piperidin-3-amine